BrC=1C2(C3=CC4=C(OCC4)C=C3C1)CCC(CC2)(C(=O)O)NC2=CC(=CC=C2)Cl (1s,4s)-6'-bromo-4-(3-chloroanilino)-2',3'-dihydrospiro[cyclohexane-1,5'-indeno[5,6-b]furan]-4-carboxylic acid